C1(=CC=CC=C1)C(OCCC=C)(C1=CC=CC=C1)C1=CC=CC=C1 triphenylmethoxyethylethylene